1-methyl-5-(piperidin-1-yl)-1H-indazol CN1N=CC2=CC(=CC=C12)N1CCCCC1